CC(C(CO)O)O 1-methyl-propane-1,2,3-triol